14-Chloro-4,22-difluoro-15-hydroxy-20-methoxy-17,17-dioxo-10-oxa-17λ6-thia-18-azatetracyclo[17.3.1.112,16.02,7]tetracosa-1(22),2,4,6,12,14,16(24),19(23),20-nonaen-11-one ClC=1C=C2C(OCCC3=CC=C(C=C3C3=C(C=C(C(NS(C(C1O)=C2)(=O)=O)=C3)OC)F)F)=O